C(C)(=O)N(CCCCCNC(CCC(=O)N(O)CCCCCNC(CCC(=O)N(O)CCCCCN)=O)=O)O N'-{5-[Acetyl(hydroxy)amino]-pentyl}-N-[5-({4-[(5-aminopentyl)(hydroxy)amino]-4-oxobutanoyl}-amino)pentyl]-N-hydroxysuccinamide